CN1C(CCCC1)C(=O)OC1=CC=CC=C1 (E)-phenyl 1-methylpiperidine-2-carboxylate